1-(3-chlorophenyl)-2-((3S,4S)-3-methyl-4-((4-(methylsulfonyl)phenoxy)methyl)pyrrolidin-1-yl)ethan-1-ol ClC=1C=C(C=CC1)C(CN1C[C@H]([C@@H](C1)COC1=CC=C(C=C1)S(=O)(=O)C)C)O